BrC=1C(=NN(C1)C1=CC=C(C(=O)OC)C=C1)C(F)F methyl 4-[4-bromo-3-(difluoromethyl)pyrazol-1-yl]benzoate